Benzo[4,5]imidazo[1,2-f]benzo[4,5]thieno[2,3-c]phenanthridin-2-ol C1=C(C=CC=2N=C3N(C=4C5=C(C=CC4C4=CC=CC=C34)SC3=C5C=CC=C3)C21)O